4-(aminomethyl)-6-(5-((2-fluorophenyl)ethynyl)-1-methyl-1H-pyrazol-4-yl)phthalazin-1(2H)-one NCC1=NNC(C2=CC=C(C=C12)C=1C=NN(C1C#CC1=C(C=CC=C1)F)C)=O